1-(6-methoxybenzo[b]thiophen-2-yl)prop-2-en-1-one COC=1C=CC2=C(SC(=C2)C(C=C)=O)C1